4-isobutyl-5-(methylamino)-2-(4-(pyridazin-3-ylmethyl)piperazin-1-yl)benzonitrile C(C(C)C)C1=CC(=C(C#N)C=C1NC)N1CCN(CC1)CC=1N=NC=CC1